[Si](C)(C)(C(C)(C)C)O[C@@H](C)[C@@H]1[C@H](NC1=O)[C@H](C(=O)S[C@H]1C[C@H](NC1)C(N(C)C)=O)C (2S,4S)-4-(((R)-2-((2S,3S)-3-((S)-1-((tert-butyldimethylsilyl)oxy)ethyl)-4-oxoazetidin-2-yl)propanoyl)thio)-2-(dimethylcarbamoyl)pyrrolidine